C(#N)N1[C@H]2[C@@H](C[C@@H]1CC2)NC(=O)C=2C=C1C=NN(C1=CC2)C2=NC1=CC=CC=C1C=C2 N-((1R,2R,4S)-7-cyano-7-azabicyclo[2.2.1]heptan-2-yl)-1-(2-quinolinyl)-1H-indazole-5-carboxamide